NC=1C(=C(C=CC1F)NC(C1=C(C=CC(=C1)NC1=NOC(C1)(C(F)(F)F)C1=CC(=CC(=C1)Cl)Cl)Cl)=O)F N-(3-amino-2,4-difluoro-phenyl)-2-chloro-5-[[5-(3,5-dichlorophenyl)-5-(trifluoromethyl)-4H-isoxazol-3-yl]amino]benzamide